FC(C(C)(C)C1=C(C=CC=C1)[C@@H]1COCCN1C1CC2(C1)CCN(CC2)C2=CC=C(C(=O)N)C=C2)(F)F 4-(2-((R)-3-(2-(1,1,1-trifluoro-2-methylpropan-2-yl)phenyl)morpholino)-7-azaspiro[3.5]nonan-7-yl)benzamide